FC1=C(C=CC(=C1)F)S(=O)(=O)NC=1C=C(C=NC1OC)C=1C=C2N(N=CC=C2)C1 6-(5-((2,4-difluorophenyl)sulfonamido)-6-methoxypyridin-3-yl)pyrrolo[1,2-b]pyridazine